4-(5-methyl-7-oxo-5,6,7,8-tetrahydropyrido[2,3-d]pyrimidin-4-yl)piperazine-1-carboxylic acid tert-butyl ester C(C)(C)(C)OC(=O)N1CCN(CC1)C=1C2=C(N=CN1)NC(CC2C)=O